C(CCCCCCCCC=C)(=O)O.C(O)CN monoethanolamine undecylenate